8-(2-Chloro-3-fluorophenyl)-9-(4-((1-(3-fluoropropyl)azetidin-3-yl)methyl)phenyl)-6,7-dihydro-5H-benzo[7]annulen ClC1=C(C=CC=C1F)C=1CCCC2=C(C1C1=CC=C(C=C1)CC1CN(C1)CCCF)C=CC=C2